FC1=C(C=C(C=C1)F)[C@@H]1N(OCC1)C1=CC(=NC=N1)NC=1C(=CC(=C(C1)NC(C=C)=O)N1CCC(CC1)N1C[C@@H](OCC1)C)OC N-(5-((6-((R)-3-(2,5-difluorophenyl)isoxazolidine-2-yl)pyrimidine-4-yl)amino)-4-methoxy-2-(4-((S)-2-methylmorpholino)piperidine-1-yl)phenyl)acrylamide